N1C=NC(C1)=O 2-imidazolinone